N-((3R,4S)-3,4-dihydroxycyclohexyl)-4-phenethylpiperidine-2-carboxamide O[C@@H]1CC(CC[C@@H]1O)NC(=O)C1NCCC(C1)CCC1=CC=CC=C1